N1C(=CC=2C=NC=CC21)\C=C\2/C(NC1=NC=C(C=C12)C1=C(C2=C(OCCN2)N=C1)C)=O (Z)-3-((1H-pyrrolo[3,2-c]pyridin-2-yl)methylene)-5-(8-methyl-2,3-dihydro-1H-pyrido[2,3-b][1,4]oxazin-7-yl)-1,3-dihydro-2H-pyrrolo[2,3-b]pyridin-2-one